diiso-octyl phthalate C(C=1C(C(=O)OCCCCCC(C)C)=CC=CC1)(=O)OCCCCCC(C)C